N1=C(C=NC=C1)CCO pyrazineethanol